C(CCCCCCCC)C1C(C1)C(=O)O 2-nonylcyclopropane-1-carboxylic acid